ClC1=CC=C(CN2C3(CN(C3)C3=CC(N(C=C3)C)=O)C(N(CC2=O)C(C)C)=O)C=C1 5-(4-chlorobenzyl)-8-isopropyl-2-(1-methyl-2-oxo-1,2-dihydropyridin-4-yl)-2,5,8-triazaspiro-[3.5]nonane-6,9-dione